ClC1=C(C=CC=C1NC=1C=NC(=CC1)C)[C@@]1(CC(N(C(N1)=N)C1CCOCC1)=O)C (6S)-6-{2-Chloro-3-[(6-methylpyridin-3-yl)amino]phenyl}-2-imino-6-methyl-3-(tetrahydropyran-4-yl)hexahydropyrimidin-4-one